1-(2-chlorophenoxy)-3-((3-methoxy-4-(2-(4-methylpiperidin-1-yl)ethoxy)benzyl)(methyl)amino)propan-2-ol methyl-3-(3-(1,3-dioxoisoindolin-2-yl)propyl)cyclobut-1-enecarboxylate CC1=C(CC1CCCN1C(C2=CC=CC=C2C1=O)=O)C(=O)OC(COC1=C(C=CC=C1)Cl)CN(C)CC1=CC(=C(C=C1)OCCN1CCC(CC1)C)OC